FC(COC(C(=O)Cl)=O)(F)F.O=C(C(=O)OCC(F)(F)F)N1C(CC[C@@H](C1)C)C1=C2C=NN(C2=CC=C1)C |r| 2,2,2-Trifluoroethyl 2-oxo-2-[rac-(5S)-5-methyl-2-(1-methylindazol-4-yl)-1-piperidyl]acetate 2,2,2-Trifluoroethyl-2-chloro-2-oxo-acetate